CC1=CC=C(C=C1)S(=O)(=O)[O-].C(C1=CC=CC=C1)OC(=O)N1CC(C1)([NH3+])C1=CC(=C(C=C1)Cl)Cl 1-((benzyloxy)carbonyl)-3-(3,4-dichlorophenyl)azetidin-3-aminium 4-methylbenzenesulfonate